Cl.CC1=NN2C(C(=CC=C2C)N)=N1 2,5-Dimethyl-[1,2,4]triazolo[1,5-a]pyridin-8-amine hydrochloride